(((4-(N-(thiazol-2-yl)sulfamoyl)phenyl)amino)(p-tolyl)methyl)malonic acid diisopropyl ester C(C)(C)OC(C(C(=O)OC(C)C)C(C1=CC=C(C=C1)C)NC1=CC=C(C=C1)S(NC=1SC=CN1)(=O)=O)=O